ClC=1C=C2C=C(NC2=CC1OCC1=CC(=NO1)C)CNC(C(C)(F)F)=O N-((5-chloro-6-((3-methylisoxazol-5-yl)methoxy)-1H-indol-2-yl)methyl)-2,2-difluoropropanamide